2-[[(1R)-1-[3,6-dimethyl-4-oxo-2-[(3R)-tetrahydropyran-3-yl]quinazolin-8-yl]ethyl]amino]-5-fluoro-benzoic acid CN1C(=NC2=C(C=C(C=C2C1=O)C)[C@@H](C)NC1=C(C(=O)O)C=C(C=C1)F)[C@@H]1COCCC1